FC(C=1C(=C(C=CC1)[C@@H](C)NC=1C2=C(N=C(N1)C)N=C(C(=C2)N2C=CC=C2)OC)F)F (R)-N-(1-(3-(Difluoromethyl)-2-fluorophenyl)ethyl)-7-methoxy-2-methyl-6-(pyrrol-1-yl)pyrido[2,3-d]pyrimidine-4-Amine